3-[6-[2-[2-[2-[2-[2-[2-[[5-[4-[6-(dimethylamino)-1,3-benzothiazol-2-yl]phenyl]pyridin-2-yl]amino]ethoxy]ethoxy]ethoxy]-ethoxy]ethoxy]ethoxy]-3-oxo-1H-isoindol-2-yl]piperidine-2,6-dione CN(C1=CC2=C(N=C(S2)C2=CC=C(C=C2)C=2C=CC(=NC2)NCCOCCOCCOCCOCCOCCOC2=CC=C3C(N(CC3=C2)C2C(NC(CC2)=O)=O)=O)C=C1)C